C(C)(C)(C)OC(=O)N1CC=CC=C1.BrC1=C(COC2=CC=CC(=N2)C2CCNCC2)C=CC(=C1)C(=O)OC 4-(6-((2-bromo-4-(methoxycarbonyl)benzyl)oxy)pyridin-2-yl)piperidine tert-Butyl-pyridine-1-carboxylate